FC(C=1C(N(N=CC1CCCN1CC2(C1)CC(C2)CC2=CC=C1C=NN(C1=C2C)C)C2OCCCC2)=O)F 4-(difluoromethyl)-5-[3-[6-[(1,7-dimethylindazol-6-yl)methyl]-2-azaspiro[3.3]heptan-2-yl]propyl]-2-tetrahydropyran-2-yl-pyridazin-3-one